BrC1=C(C=C(C=C1)\N=C\C1=C(C=NC(=C1O)C)COC1=C(OP(=O)=N[C@@H](C(=O)OC(C)C)C)C=CC=C1)F (2R)-Isopropyl 2-(((4-((E)-(4-bromo-3-fluorophenylimino)methyl)-5-hydroxy-6-methylpyridin-3-yl)methoxy)(phenoxy)phosphorylamino)propanoate